C(CCC)N(C(C(CC1=C(N=NN1C)C1=CC=C(C(=N1)C)C#CC1(CC1)CC(=O)O)(F)F)=O)C 2-(1-((6-(5-(3-(butyl(methyl)amino)-2,2-difluoro-3-oxopropyl)-1-methyl-1H-1,2,3-triazol-4-yl)-2-methylpyridin-3-yl)ethynyl)cyclopropyl)acetic acid